N-(trans-4-(2-hydroxy-2-methylpropyl)cyclohexyl)-2-(3-methyl-1H-pyrazolo[3,4-c]pyridin-1-yl)pyrimidine-5-carboxamide OC(C[C@@H]1CC[C@H](CC1)NC(=O)C=1C=NC(=NC1)N1N=C(C=2C1=CN=CC2)C)(C)C